COC=1C=CC=2N(C3=CC=C(C=C3C2C1)OC)C1=CC=C(C=C1)C=1C=CC=2N(C3=CC=C(C=C3C2C1)C1=CC=C(C=C1)N1C2=CC=C(C=C2C=2C=C(C=CC12)OC)OC)C1=CC=C(C=C1)N1C2=CC=C(C=C2C=2C=C(C=CC12)C1=CC=C(C=C1)N1C2=CC=C(C=C2C=2C=C(C=CC12)OC)OC)C1=CC=C(C=C1)N1C2=CC=C(C=C2C=2C=C(C=CC12)OC)OC 1,4-bis(3,6-bis(4-(3,6-dimethoxy-9H-carbazol-9-yl)phenyl)-9H-carbazol-9-yl)benzene